isopropyl 2-methyl-2-(((perfluorophenoxy) (phenoxy)phosphoryl)amino)propanoate CC(C(=O)OC(C)C)(C)NP(=O)(OC1=CC=CC=C1)OC1=C(C(=C(C(=C1F)F)F)F)F